(5-(1-(cyclopropylsulfonyl)-1H-pyrazol-4-yl)-1,3,4-oxadiazol-2-yl)methanone C1(CC1)S(=O)(=O)N1N=CC(=C1)C1=NN=C(O1)C=O